ON=C(C1=CC=CC=C1)SC Methyl N-hydroxybenzimidothioate